(R)-N-(1-(5-(bicyclo[2.2.2]octan-1-ylmethoxy)pyridin-2-yl)ethylidene)-2-methylpropane-2-sulfinamide C12(CCC(CC1)CC2)COC=2C=CC(=NC2)C(C)=N[S@](=O)C(C)(C)C